COC([C@@H](NCCC=1SC=CC1)C1=C(C=CC=C1)Cl)=O (αs)-2-chloro-α-[[2-(2-thienyl)ethyl]amino]phenylacetic acid methyl ester